4-[5-[3-(piperidine-1-carbonyl)pyrazolo[1,5-a]pyridin-7-yl]pyridine-3-carbonyl]piperazin-2-one N1(CCCCC1)C(=O)C=1C=NN2C1C=CC=C2C=2C=C(C=NC2)C(=O)N2CC(NCC2)=O